C(N)(OC1=CC=C(C=C1)S(=O)(=O)C1=CC(=NC=C1)C(NC)=O)=O (4-((2-(methylcarbamoyl) pyridin-4-yl) sulfonyl) phenyl) carbamate